BrC1=CC=CC=2C=C(SC21)C#CCNC2=C(C=C(C(=O)NC)C=C2)OC 4-{[3-(7-bromo-1-benzothien-2-yl)prop-2-yn-1-yl]amino}-3-methoxy-N-methylbenzamide